2-(4-(3-(1-(5-chloropyrimidin-2-yl)piperidin-4-yl)propoxy)-2-fluorophenyl)-1-(3-(2-hydroxyethyl)azetidin-1-yl)ethan-1-one ClC=1C=NC(=NC1)N1CCC(CC1)CCCOC1=CC(=C(C=C1)CC(=O)N1CC(C1)CCO)F